6,7-Dichloro-5-(2,6-difluorophenyl)-1,3-dihydro-1,4-benzodiazepine-2-One ClC1=C(C=CC2=C1C(=NCC(N2)=O)C2=C(C=CC=C2F)F)Cl